trans-4-((3-(1-Cyclopropyl-1H-pyrazol-4-yl)phenyl)((trans-4-(4-methoxy-3-methylphenyl)cyclohexyl)methyl)carbamoyl)-cyclohexyl (2-hydroxyethyl)carbamate OCCNC(O[C@@H]1CC[C@H](CC1)C(N(C[C@@H]1CC[C@H](CC1)C1=CC(=C(C=C1)OC)C)C1=CC(=CC=C1)C=1C=NN(C1)C1CC1)=O)=O